[3-(3-Chlorophenyl)prop-2-enoyl]phenoxypropanoic acid ClC=1C=C(C=CC1)C=CC(=O)C(C(=O)O)(C)OC1=CC=CC=C1